N-(1H-pyrazol-4-yl)-5-(4-fluoro-3-(1-(2-hydroxyethyl)-1H-pyrazol-4-yl)phenyl)-1-(6-methylpyridin-2-yl)-1H-pyrazole-3-carboxyamide N1N=CC(=C1)NC(=O)CC1=NN(C(=C1)C1=CC(=C(C=C1)F)C=1C=NN(C1)CCO)C1=NC(=CC=C1)C